((2,3-Bis(((3-(pyrrolidin-1-yl)propyl)carbamoyl)oxy)butane-1,4-diyl)bis(oxy))-bis(hexane-6,1-diyl) bis(2-hexyldecanoate) C(CCCCC)C(C(=O)OCCCCCCOCC(C(COCCCCCCOC(C(CCCCCCCC)CCCCCC)=O)OC(NCCCN1CCCC1)=O)OC(NCCCN1CCCC1)=O)CCCCCCCC